(tert-butyl 6-((6-((2-methylphenyl) carbamoyl)-7-cyclopentyl-7H-pyrrolo[2,3-d]pyrimidin-2-yl) amino) pyridin-3-yl) piperazine-1-carboxylate N1(CCNCC1)C(=O)OC=1C(=NC(=CC1)NC=1N=CC2=C(N1)N(C(=C2)C(NC2=C(C=CC=C2)C)=O)C2CCCC2)C(C)(C)C